methyl (3R)-3-[(2-nitrophenyl)sulfonylamino]butanoate [N+](=O)([O-])C1=C(C=CC=C1)S(=O)(=O)N[C@@H](CC(=O)OC)C